FC1=C(C=CC(=C1)[N+](=O)[O-])N1CCN(CC1)CC1CCC2(CCN(CC2)C(=O)OC(C)(C)C)CC1 tert-butyl 9-((4-(2-fluoro-4-nitrophenyl) piperazin-1-yl) methyl)-3-azaspiro[5.5]undecane-3-carboxylate